FC=1C=CC(=NC1C)C1=NNC=C1C1=NC2=CC(=CN=C2C=C1)C=1N=NN2C1NCCC2 2-[3-(5-fluoro-6-methyl-2-pyridyl)-1H-pyrazol-4-yl]-7-(4,5,6,7-tetrahydrotriazolo[1,5-a]pyrimidin-3-yl)-1,5-naphthyridine